2-chloro-N-[3-(3-fluorophenyl)-8-methyl-3,4-dihydro-2H-[1,3]oxazino[3,2-a]benzimidazol-3-yl]-4-(4H-1,2,4-triazol-4-yl)benzamide ClC1=C(C(=O)NC2(CN3C(=NC4=C3C=CC(=C4)C)OC2)C2=CC(=CC=C2)F)C=CC(=C1)N1C=NN=C1